3-imino-3,6-dihydropyridine-2,5-diamine N=C1C(=NCC(=C1)N)N